S1C(=NCCC1)NC1=CC=C(C=C1)C(\C=C\C1=CC(=C(C=C1)O)[N+](=O)[O-])=O (E)-1-[4-(5,6-Dihydro-4H-1,3-thiazin-2-ylamino)phenyl]-3-(4-hydroxy-3-nitrophenyl)prop-2-en-1-one